[Si](C)(C)(C(C)(C)C)OCC(COC1=NN(C(=C1[N+](=O)[O-])C)C=1C(=NC=C(C1)F)OC)F 3-(3-(3-((tert-butyldimethylsilyl)oxy)-2-fluoropropoxy)-5-methyl-4-nitro-1H-pyrazol-1-yl)-5-fluoro-2-methoxypyridine